tert-butyl ((1r,3r)-3-(4-(1-(4-((6-(1-hydroxylethyl)pyridazine-3-yl)oxy)phenyl) cyclopentyl)phenoxy)cyclobutyl)carbamate O[C@H](C)C1=CC=C(N=N1)OC1=CC=C(C=C1)C1(CCCC1)C1=CC=C(OC2CC(C2)NC(OC(C)(C)C)=O)C=C1